tetracosa-6,9,12,15,18,21-hexaenoic acid C(CCCCC=CCC=CCC=CCC=CCC=CCC=CCC)(=O)O